ethyl 1-ethyl-2-((6-(trifluoromethoxy) benzo[d]oxazol-2-yl) amino)-1H-benzo[d]imidazole-5-carboxylate C(C)N1C(=NC2=C1C=CC(=C2)C(=O)OCC)NC=2OC1=C(N2)C=CC(=C1)OC(F)(F)F